N-propyl-N-octylurea C(CC)N(C(=O)N)CCCCCCCC